OCCC1(CCC1)CC(=O)OCC ethyl 2-[1-(2-hydroxyethyl)cyclobutyl]acetate